C1(=CC=CC=C1)OC(C1=CC=CC=C1)CCCC (α-butylbenzyl) phenyl ether